1,3,5-tris(3,5-di-tert-butyl-4-hydroxy-phenylpropionyl)-hexahydro-1,3,5-triazine C(C)(C)(C)C=1C=C(C=C(C1O)C(C)(C)C)CCC(=O)N1CN(CN(C1)C(CCC1=CC(=C(C(=C1)C(C)(C)C)O)C(C)(C)C)=O)C(CCC1=CC(=C(C(=C1)C(C)(C)C)O)C(C)(C)C)=O